C(C)(C)(C)C1=CC=C(C(=O)O)C=C1 para-tertbutyl-benzoic acid